6-Chinolin-7-yl-5-[1-(2,2,3,3-tetrafluoropropyl)-1H-pyrazol-4-yl]pyridin-2-carbonitril N1=CC=CC2=CC=C(C=C12)C1=C(C=CC(=N1)C#N)C=1C=NN(C1)CC(C(F)F)(F)F